FC=1C(=NC(=CC1)F)C1=NN(C=C1NC(=O)C=1N=C(SC1)C=1C=NN(C1)C(=O)OC1(CC1)C)C1CCC(CC1)OCC 1-methylcyclopropyl 4-(4-((3-(3,6-difluoropyridin-2-yl)-1-((1r,4r)-4-ethoxycyclohexyl)-1H-pyrazol-4-yl)carbamoyl)thiazol-2-yl)-1H-pyrazole-1-carboxylate